CC(C)(COP(=O)(O)OP(=O)(O)OC[C@@H]1[C@H]([C@H]([C@@H](O1)N2C=NC3=C(N=CN=C32)N)O)OP(=O)(O)O)[C@H](C(=O)NCCC(=O)NCCSC(=O)C4=CC=CC=C4F)O The molecule is a fluorobenzoyl-CoA that results from the formal condensation of the thiol group of coenzyme A with the carboxy group of 2-fluorobenzoic acid. It derives from a benzoyl-CoA and a 2-fluorobenzoic acid.